phenyl-(3-((4-fluorophenyl)ethynyl)-4-(((1-methyl-1H-pyrazol-3-yl)methyl)sulfonyl)phenyl)-3-(2-(pyridin-3-yl)ethyl)urea C1(=CC=CC=C1)N(C(=O)NCCC=1C=NC=CC1)C1=CC(=C(C=C1)S(=O)(=O)CC1=NN(C=C1)C)C#CC1=CC=C(C=C1)F